1'-((7-cyclopropyl-6-oxo-5,6-dihydro-1,5-naphthyridin-3-yl)methyl)-N,3'-dimethyl-1',2',3',6'-tetrahydro-[3,4'-bipyridine]-6-carboxamide C1(CC1)C=1C(NC=2C=C(C=NC2C1)CN1CC(C(=CC1)C=1C=NC(=CC1)C(=O)NC)C)=O